FC(C1(CC1)C=1C=NC(=NC1)CC1CC2(CNC2)C1)(F)F 6-[[5-[1-(trifluoromethyl)cyclopropyl]pyrimidin-2-yl]methyl]-2-azaspiro[3.3]heptane